O(C1=CC=CC=C1)C1=CC=C(C=C1)C=1C(=NC=NC1N)N 5-(4-phenoxyphenyl)pyrimidine-4,6-diamine